3-(3-((2-amino-4-(butylamino)-6-methylpyrimidin-5-yl)methyl)-4-methoxyphenyl)propanoic acid NC1=NC(=C(C(=N1)NCCCC)CC=1C=C(C=CC1OC)CCC(=O)O)C